C1(CC1)C1=C(N=C(C(=N1)CN1CCC2(CN(C(O2)=O)C2=CC=C(C=C2)S(=O)(=O)N(CC2=CC=C(C=C2)OC)CC2=CC=C(C=C2)OC)CC1)OCC)C1=CC=C(C=C1)F 4-[8-[[6-cyclopropyl-3-ethoxy-5-(4-fluorophenyl)pyrazin-2-yl]methyl]-2-oxo-1-oxa-3,8-diazaspiro[4.5]decan-3-yl]-N,N-bis[(4-methoxyphenyl)methyl]benzenesulfonamide